NC=1C2=C(N=CN1)N(C=C2C=2C(=C(C=CC2)NS(=O)(=O)C2=C(C(=CC(=C2)Cl)\C=N/O)Cl)F)C (Z)-N-(3-(4-amino-7-methyl-7H-pyrrolo[2,3-d]pyrimidin-5-yl)-2-fluorophenyl)-2,5-dichloro-3-((hydroxyimino)methyl)benzenesulfonamide